C12CCC(CC1)N2C2=NC(=CC1=C2N=C(N=C1)NC1=NC=2CCN(CC2C=C1)C(CN1CC(C1)O)=O)C1COC1 1-[2-[[8-(7-azabicyclo[2.2.1]heptan-7-yl)-6-(oxetan-3-yl)pyrido[3,4-d]pyrimidin-2-yl]amino]-7,8-dihydro-5H-1,6-naphthyridin-6-yl]-2-(3-hydroxyazetidin-1-yl)ethanone